C1=CC=CC=2C3=CC=CC=C3C(C12)COC(NCCOCCOCCOCCOCCOCCOCCOCCOCC(=O)O)=O 1-(9H-fluoren-9-yl)-3-oxo-2,7,10,13,16,19,22,25,28-nonaoxa-4-azatriacontan-30-oic acid